C(C1=CC=CC=C1)OC(=O)N[C@H]1C[C@H](N(C1)C(=O)OC(C)(C)C)C(=O)OC 1-tert-butyl 2-methyl (2S,4S)-4-(((benzyloxy)carbonyl)amino)pyrrolidine-1,2-dicarboxylate